C1(C(CC(C(C1)C(=O)Cl)C(=O)Cl)C(=O)Cl)C(=O)Cl 1,2,4,5-cyclohexanetetracarboxylic acid chloride